ClC=1C=CC=2C3=C(NC2C1)[C@@H](N1[C@@H](C3)C(N[C@H](C1=O)CC(=O)OC(C)(C)C)=O)CC(C)C tert-butyl 2-((3S,6S,12aS)-9-chloro-6-isobutyl-1,4-dioxo-1,2,3,4,6,7,12,12a-octahydropyrazino[1',2':1,6]pyrido[3,4-b]indol-3-yl)acetate